C(CCC)C1C(=NN(C1(C(=O)NCC1CC1)C)C1=CC=CC=C1)C1=CC=C(C=C1)F 4-Butyl-N-(cyclopropylmethyl)-3-(4-fluorophenyl)-5-methyl-1-phenyl-4,5-dihydro-1H-pyrazole-5-carboxamide